CC(CC1=CC=C(C=C1)C)(C=CC(CC1=CC=C(C=C1)C)(O)C)O 2,5-dimethyl-1,6-di-p-tolylhex-3-en-2,5-diol